C(#N)C1(CC1)C=1C=C(C(=O)NC2=CC(=C(C=C2)C)C=2C=NC3=CC(=NC=C3C2)NC)C=CC1 3-(1-cyanocyclopropyl)-N-(4-methyl-3-(7-(methylamino)-1,6-naphthyridin-3-yl)phenyl)benzamide